C(C1=CC=CC=C1)N(OC(C1=CC=CC=C1)=O)CC1=CC=CC=C1 N,N-dibenzyl-O-benzoylhydroxylamine